ethyl 2-(4-methoxybenzylidene)-3-oxobutyrate COC1=CC=C(C=C(C(=O)OCC)C(C)=O)C=C1